CNCC(=O)O.[Na].[Na].[Na] TRISODIUM METHYLGLYCINE